CN1C(N(C2=C1C=C(C=C2)OC2CN(C2)CC2CCNCC2)C2CNCCC2)=O 3-[3-methyl-2-oxo-5-[1-(4-piperidylmethyl)azetidin-3-yl]oxy-benzimidazol-1-yl]piperidine